C1(CCC1)C1=CC=2OCCC3N(C2N=C1)CCNC3 3-cyclobutyl-6,7,7a,8,10,11-hexahydro-9H-pyrazino[1,2-d]pyrido[3,2-b][1,4]oxazepin